N-((3S,4S)-3-((2-(2,6-dichloro-3,5-dimethoxyphenyl)-4-(((1-methyl-1H-pyrazol-4-yl)methyl)amino)pyrido[3,4-d]pyrimidin-6-yl)amino)tetrahydro-2H-pyran-4-yl)acrylamide ClC1=C(C(=C(C=C1OC)OC)Cl)C=1N=C(C2=C(N1)C=NC(=C2)N[C@@H]2COCC[C@@H]2NC(C=C)=O)NCC=2C=NN(C2)C